O1CCN(CC1)CCCCN1N=CC=C(C1=O)C1=CC=C(C=C1)OC1OCCCC1 2-(4-morpholinobutyl)-4-(4-((tetrahydro-2H-pyran-2-yl)oxy)phenyl)pyridazin-3(2H)-one